C(C)(C)(C)OC(=O)N1C(CNCC1Cl)C1=NC(=NC2=C(C(=CC=C12)C1=C2C=NNC2=CC=C1C)OC1CC1)OC[C@H]1N(C[C@H](C1)F)C 6-chloro-8-cyclopropoxy-2-((((2S,4S)-4-fluoro-1-methylpyrrolidin-2-yl)methoxy)-7-(5-methyl-1H-indazol-4-yl)quinazolin-4-yl)piperazine-1-carboxylic acid tert-butyl ester